FC(C=1C=C(OC2=C(C(C#N)=CC=C2)C#N)C=CC1)(F)F 3-(3-(trifluoromethyl)phenoxy)phthalonitrile